alaninyl-glucosamine N[C@@H](C)C(=O)C1(O)[C@H](N)[C@@H](O)[C@H](O)[C@H](O1)CO